COC(CNC(=O)C=1SC(=C(C1Cl)Cl)Cl)=O N-[(3,4,5-trichloro-2-thienyl)carbonyl]Glycine methyl ester